(6aR,9R)-5-bromo-7-methyl-4,6,6a,7,8,9-hexahydroindolo[4,3-fg]quinoline-9-carboxylic acid BrC=1NC2=CC=CC=3C4=C[C@H](CN([C@@H]4CC1C32)C)C(=O)O